2-((S)-1-(4-fluorophenyl)-3,4-dihydroisoquinolin-2(1H)-ylsulfonyl)-1-(quinuclidin-4-yl)ethanol FC1=CC=C(C=C1)[C@@H]1N(CCC2=CC=CC=C12)S(=O)(=O)CC(O)C12CCN(CC1)CC2